C(O)(O)=O.FC(CC=CC)(F)F 2-trifluoroethyl methyl ethylene carbonate